OC=1C(=C(C(=CC1)C)N1C=C(C=2C1=NC=CC2)C(=O)N)C 1-(3-hydroxy-2,6-dimethylphenyl)-1H-pyrrolo[2,3-b]Pyridine-3-carboxamide